ClC1=CC=CC(=N1)C(=O)NC1CC(C1)N1C2=NC=NC(=C2N=C1)NC1=CC=C(C=C1)N1CCN(CC1)CC1CCN(CC1)C(COC1=CC=C(C=C1)[C@H]1C(NC(CC1)=O)=O)=O 6-chloro-N-((1s,3s)-3-(6-((4-(4-((1-(2-(4-(2,6-dioxopiperidin-3-yl)phenoxy)acetyl)piperidin-4-yl)methyl)piperazin-1-yl)phenyl)amino)-9H-purin-9-yl)cyclobutyl)picolinamide